ClC=1C=C(CCN(C(OC(C)(C)C)=O)C2CCC3=CC(=CC=C23)\C=C\C(NOC2OCCCC2)=O)C=C(C1)Cl tert-butyl (E)-(3,5-dichlorophenethyl)(5-(3-oxo-3-(((tetrahydro-2H-pyran-2-yl)oxy)amino)prop-1-en-1-yl)-2,3-dihydro-1H-inden-1-yl)carbamate